triphenyl-diazine [2-[3-[2-[1-[2-[3,5-bis(difluoromethyl)pyrazol-1-yl]acetyl]-4-piperidyl]thiazol-4-yl]-4,5-dihydroisoxazol-5-yl]-3-chloro-phenyl]methanesulfonate FC(C1=NN(C(=C1)C(F)F)CC(=O)N1CCC(CC1)C=1SC=C(N1)C1=NOC(C1)C1=C(C=CC=C1Cl)CS(=O)(=O)O)F.C1(=CC=CC=C1)C=1C(=C(N=NC1)C1=CC=CC=C1)C1=CC=CC=C1